S1C(SCCC1)C1=NN(C=C1C1=CC=CC=C1)C1=CC=C(C#N)C=C1 4-(3-(1,3-dithian-2-yl)-4-phenyl-1H-pyrazol-1-yl)benzonitrile